C(C)(C)(C)N(C(O)=O)CC1=NC=CC(=C1F)Cl.FC1=C(C=CC(=C1)F)S(=O)(=O)NC=1C=C2CCCN(C2=CC1)S(=O)(=O)C1=CC=C(C=C1)F 2,4-difluoro-N-(1-((4-fluorophenyl)sulfonyl)-1,2,3,4-tetrahydroquinolin-6-yl)benzenesulfonamide tert-butyl-((4-chloro-3-fluoropyridin-2-yl)methyl)carbamate